5-(8-(3-acrylamidophenyl)quinazolin-6-yl)-N-(m-tolyl)pyridinecarboxamide C(C=C)(=O)NC=1C=C(C=CC1)C=1C=C(C=C2C=NC=NC12)C=1C=CC(=NC1)C(=O)NC=1C=C(C=CC1)C